N1(CCCCC1)C1=CC=C(C=C1)C1=CC=C(C=C1)OC=1N=NNC1CO (4-((4'-(piperidin-1-yl)-[1,1'-biphenyl]-4-yl)oxy)-1H-1,2,3-triazol-5-yl)methanol